(S)-4-((2-hydroxyethyl)amino)-N-(3'-(5-(((R)-3-hydroxypyrrolidin-1-yl)methyl)picolinamido)-2,2'-dimethyl-[1,1'-biphenyl]-3-yl)-4,5,6,7-tetrahydropyrazolo[1,5-a]pyridine-2-carboxamide OCCN[C@@H]1C=2N(CCC1)N=C(C2)C(=O)NC=2C(=C(C=CC2)C2=C(C(=CC=C2)NC(C2=NC=C(C=C2)CN2C[C@@H](CC2)O)=O)C)C